FC1(CCN(CC1)C1=NC(=CC(=N1)C=1C(=C(C(=O)N)C=C(C1[N+](=O)[O-])F)F)C)F (2-(4,4-difluoropiperidin-1-yl)-6-methylpyrimidin-4-yl)-2,5-difluoro-4-nitrobenzamide